NC(CCC[Sn])(N)N Tris(amino)butyl-tin